Diethyl (3-fluoro-2-formylphenyl)phosphonate FC=1C(=C(C=CC1)P(OCC)(OCC)=O)C=O